Methyl (2-((S)-1-(2,3-difluorobenzyl)-5-oxopyrrolidin-2-yl)acetyl)-L-valyl-L-tryptophanate FC1=C(CN2[C@@H](CCC2=O)CC(=O)N[C@@H](C(C)C)C(=O)N[C@@H](CC2=CNC3=CC=CC=C23)C(=O)OC)C=CC=C1F